5-((((1S,3S,4S)-3-Fluoro-4-((2-methoxybenzyl)amino)cyclohexyl)amino)methyl)-1,3-dimethyl-1,3-dihydro-2H-benzo[d]imidazol-2-one F[C@H]1C[C@H](CC[C@@H]1NCC1=C(C=CC=C1)OC)NCC1=CC2=C(N(C(N2C)=O)C)C=C1